(3R)-5-(2-cyclopropylphenyl)-2,3-dihydrospiro[indene-1,3'-pyrrolidin]-3-ol C1(CC1)C1=C(C=CC=C1)C=1C=C2[C@@H](CC3(CNCC3)C2=CC1)O